N1(C=NC2=C1C=CC=C2)C=2N=CC1=C(N2)CCN(C1)CC(O)C=1C(=C2COC(C2=CC1)=O)C 5-(2-(2-(1H-benzo[d]imidazol-1-yl)-7,8-dihydropyrido[4,3-d]pyrimidin-6(5H)-yl)-1-hydroxyethyl)-4-methylisobenzofuran-1(3H)-one